4,7-dimethyl-2H-pyrano[3,2-c]quinoline-2,5(6H)-dione CC1=CC(OC2=C1C(NC=1C(=CC=CC21)C)=O)=O